C(=C)[C@]1([C@@H](C[C@@H](CC1)C(=C)C)C(=C)C)C (1S,2S,4R)-1-vinyl-methyl-2,4-di(1-methylvinyl)cyclohexane